N-butylpyrrolium methanesulfonate CS(=O)(=O)[O-].C(CCC)[NH+]1C=CC=C1